FC(C(=O)O)(F)F.CC1(CC(C1)N)OC=1C=2N(C=C(N1)C=1C=NN(C1)C(F)(F)F)N=CC2C cis-3-methyl-3-((3-methyl-6-(1-(trifluoromethyl)-1H-pyrazol-4-yl)pyrazolo[1,5-a]pyrazin-4-yl)oxy)cyclobutan-1-amine trifluoroacetate